Azacyclododecane-8-amine N1CCCCCCC(CCCC1)N